C(C)(C)(C)OC(=O)N1[C@@H](CCC1)C1CCC(O1)CC(=O)O [5-[(2S)-1-[(tert-butoxy)carbonyl]pyrrolidin-2-yl]oxolan-2-yl]acetic acid